4-((2s,5r)-5-ethyl-4-((4-fluorophenyl)(pyridin-2-yl)methyl)-2-methylpiperazin-1-yl)-1-methyl-2-oxo-1,2-dihydropyrido[3,2-d]pyrimidine-6-carbonitrile C(C)[C@H]1N(C[C@@H](N(C1)C=1C2=C(N(C(N1)=O)C)C=CC(=N2)C#N)C)C(C2=NC=CC=C2)C2=CC=C(C=C2)F